4-(tert-butyl) 7-methyl-5-methoxy-8-nitro-2,3-dihydro-4H-benzo[b][1,4]oxazine-4,7-dicarboxylate CC1(CC(=C2C(OCCN2C(=O)OC(C)(C)C)=C1[N+](=O)[O-])OC)C(=O)[O-]